[Co].[Sm] samarium-cobalt